3-(1-((3'-isopropyl-[1,1'-biphenyl]-3-yl) piperidin-3-yl) phenoxy)-2-methylpropionate C(C)(C)C=1C=C(C=CC1)C1=CC(=CC=C1)N1CC(CCC1)C1(OCC(C(=O)[O-])C)CC=CC=C1